O1CCN(CC1)CC1OCCC(C1O)O (morpholinomethyl)tetrahydro-2H-pyran-3,4-diol